tert-butyl (S)-(5-(2-(chlorosulfonyl)-5-methylphenoxy)hexyl)(4,4-difluorocyclohexyl)carbamate ClS(=O)(=O)C1=C(O[C@H](CCCCN(C(OC(C)(C)C)=O)C2CCC(CC2)(F)F)C)C=C(C=C1)C